(5-(2,4-Difluorophenyl)pyridin-3-yl)(2,3-dihydro-4H-benzo[b][1,4]oxazin-4-yl)-methanone FC1=C(C=CC(=C1)F)C=1C=C(C=NC1)C(=O)N1C2=C(OCC1)C=CC=C2